C[C@]12CC[C@H]3[C@H]([C@@H]1CC[C@@H]2O)CCC4=C3C=CC(=C4)O[C@H]5[C@@H]([C@H]([C@@H]([C@H](O5)C(=O)[O-])O)O)O The molecule is a steroid glucuronide anion that is the conjugate base of 17beta-estradiol 3-O-(beta-D-glucuronide) arising from deprotonation of the carboxylic acid function; major species at pH 7.3. It is a steroid glucosiduronic acid anion and a beta-D-glucosiduronate. It is a conjugate base of a 17beta-estradiol 3-glucosiduronic acid.